S1C=NC2=C1C=CC(=C2)NC2=C1C(=NC=C2)SC(=C1)C1=CCCN(C1C)C(C)=O 1-(5-(4-(benzo[d]thiazol-5-ylamino)thieno[2,3-b]pyridin-2-yl)-6-methyl-3,6-dihydropyridin-1(2H)-yl)ethan-1-one